[Cr](=O)([O-])[O-].[Cu+2] Copper chromite